FC(C1=CC=C(C=C1)C=1C=C2CCC(C2=CC1)NC(O[C@@H]1CN2CCC1CC2)=O)(F)F (S)-quinuclidin-3-yl (5-(4-(trifluoromethyl)phenyl)-2,3-dihydro-1H-inden-1-yl)carbamat